Cl.C(C)OC(=O)C1=NN(C2=C1CNCC2C)CC2=C(C=C(C=C2)F)[N+](=O)[O-] 1-(4-fluoro-2-nitrobenzyl)-7-methyl-4,5,6,7-tetrahydro-1H-pyrazolo[4,3-c]pyridine-3-carboxylic acid ethyl ester hydrochloride